FC=1C=C(CS)C=C(C1)F 3,5-difluorobenzyl mercaptan